1-(8-amino-3-((5,6-dihydro-11H-imidazo[1,2-a]pyrazolo[1,5-d][1,4]diazepin-8-yl)amino)-7-fluoroisoquinolin-6-yl)-5,6-dimethylpyrimidin-4(1H)-one NC=1C(=C(C=C2C=C(N=CC12)NC1=NN2CC=3N(CCC2=C1)C=CN3)N3C=NC(C(=C3C)C)=O)F